N1CC=CC1(C(=O)[O-])C(=O)[O-] pyrrole-5,5(1H)-dicarboxylate